F[P-](F)(F)(F)(F)F.[Br-].N1(CCCC1)[PH+](N1CCCC1)N1CCCC1.N1(CCCC1)[PH+](N1CCCC1)N1CCCC1 tripyrrolidinophosphonium bromide hexafluoroPhosphate